FC(COCCOC1=CC=C(C=N1)C=O)(F)F 6-[2-(2,2,2-trifluoroethoxy)ethoxy]pyridine-3-carbaldehyde